FC1=C(C=C(C=C1)NC(C=C)=O)NC1=NC(=NC=C1C1=CC(=C(C=C1)N1CCOCC1)F)NC=1C=NN(C1)C N-[4-fluoro-3-({5-[3-fluoro-4-(morpholin-4-yl)phenyl]-2-[(1-methyl-1H-pyrazol-4-yl)amino]pyrimidin-4-yl}amino)phenyl]prop-2-enamide